COC1=C(C=CC(=C1)C=CC)O 2-methoxy-4-(1-propenyl)-phenol